2-methyl-9,10-bis(n-propoxy)anthracene CC1=CC2=C(C3=CC=CC=C3C(=C2C=C1)OCCC)OCCC